[2-(6,7-dimethoxyquinazolin-4-yl)-2-azaspiro[3.3]heptan-6-yl]methanol COC=1C=C2C(=NC=NC2=CC1OC)N1CC2(C1)CC(C2)CO